C1(=CC=CC=C1)[C@H]1N(OCC1)C=1C2=C(N=C(N1)NC1=CC=C(C=C1)N1CCC(CC1)N1CCN(CC1)CCO)NC=C2 (S)-2-(4-(1-(4-((4-(3-phenylisoxazolidin-2-yl)-7H-pyrrolo[2,3-d]pyrimidin-2-yl)amino)phenyl)piperidin-4-yl)piperazin-1-yl)ethan-1-ol